ClC1=C(C(=CC=C1Cl)O)[C@H]1C[C@@H]2N(C(N(C2)CCO)=O)C1 (6R,7aS)-6-(2,3-dichloro-6-hydroxyphenyl)-2-(2-hydroxyethyl)hexahydro-3H-pyrrolo[1,2-c]imidazol-3-one